COC1=CC=C(CNC(=O)N)C=C1 1-(4-methoxybenzyl)urea